C(C)(C)(C)OC(=O)N1C2CN(CC1CC2)C2=NC(=NC1=C(C(=C(C=C21)Cl)Br)F)OC[C@H]2N(CCC2)C tert-butyl-3-(7-bromo-6-chloro-8-fluoro-2-(((S)-1-methylpyrrolidin-2-yl)methoxy)quinazolin-4-yl)-3,8-diazabicyclo[3.2.1]octane-8-carboxylate